CN(C(=O)C=1C(=NC=CC1)C1=CC=C(C=C1)C1=NNC2=NC=C(C=C21)C=2C=CC1=C(CC[C@H](CC1)N1C3COCC1C3)C2)C N,N-Dimethyl-2-(4-{5-[(7S)-7-{3-oxa-6-azabicyclo[3.1.1]heptan-6-yl}-6,7,8,9-tetrahydro-5H-benzo[7]annulen-2-yl]-1H-pyrazolo[3,4-b]pyridin-3-yl}phenyl)pyridine-3-carboxamide